5-(2-((S)-2-(2-methoxyphenyl)pyrrolidin-1-yl)-7-azaspiro[3.5]non-7-yl)pyridineamide COC1=C(C=CC=C1)[C@H]1N(CCC1)C1CC2(C1)CCN(CC2)C=2C=CC(=NC2)C(=O)N